C(C)(C)(C)OC(=O)N1CC(N(CC1)C=1N=C(N2C1[C@H](N(CC2)C(C2=CC=C(C=C2)F)=O)C)C2=NC(=NS2)C)=O (R)-4-(7-(4-fluorobenzoyl)-8-methyl-3-(3-methyl-1,2,4-thiadiazol-5-yl)-5,6,7,8-tetrahydroimidazo[1,5-a]pyrazin-1-yl)-3-oxopiperazine-1-carboxylic acid tert-butyl ester